N-(5-fluoro-2'-isopropoxy-[1,1'-biphenyl]-2-yl)-4-(2-isobutyl-2,7-diazaspiro[3.5]nonan-7-yl)pyrimidin-5-amine FC=1C=CC(=C(C1)C1=C(C=CC=C1)OC(C)C)NC=1C(=NC=NC1)N1CCC2(CN(C2)CC(C)C)CC1